C(C)(=O)OCCN1CCOCC1 (2-acetoxy-ethyl)morpholine